ClC(C(F)(F)F)(C(Cl)Cl)Cl 2,2,3,3-tetrachloro-1,1,1-trifluoropropane